tert-butyl (1S,2R,3S,6R,7S,9R)-3-{[(1S)-1-carbamoyl-2-[(3S)-2-oxopyrrolidin-3-yl] ethyl] carbamoyl}-9-hydroxy-4-azatricyclo[5.2.1.0{2,6}]decane-4-carboxylate C(N)(=O)[C@H](C[C@H]1C(NCC1)=O)NC(=O)[C@@H]1[C@H]2[C@H]3[C@@H](C[C@@H]([C@H]2CN1C(=O)OC(C)(C)C)C3)O